CN1C=C(C2=CC=C(C=C12)B1OC(C(O1)(C)C)(C)C)C=O 1-methyl-6-(4,4,5,5-tetramethyl-1,3,2-dioxaborolan-2-yl)-1H-indole-3-carbaldehyde